BrC=1C=C2C=C(C(=NC2=CC1)OC)C(O)C=1C(=NC(=C(C1)OC)OC)OC (6-bromo-2-methoxyquinolin-3-yl)(2,5,6-trimethoxypyridin-3-yl)methanol